(1R,3S)-3-(3-(2-(2-formyl-3-hydroxyphenoxy)acetamido)-1H-pyrazol-5-yl)cyclopentyl (1-methylcyclopropyl)carbamate CC1(CC1)NC(O[C@H]1C[C@H](CC1)C1=CC(=NN1)NC(COC1=C(C(=CC=C1)O)C=O)=O)=O